C1=CC=C2C(=C1)C(=CC(=C2O)[N+](=O)[O-])[N+](=O)[O-] 2,4-dinitronaphthol